C(C)(C)(C)[S@@](=O)N[C@@H]1C2=C(OC13CCN(CC3)C(=O)OC(C)(C)C)C=CC(=C2)F tert-butyl (R)-3-(((R)-tert-butylsulfinyl)amino)-5-fluoro-3H-spiro[benzofuran-2,4'-piperidine]-1'-carboxylate